2-bromo-5-(1-(tert-butoxycarbonyl)piperidin-4-yl)-3-isopropyl-6-methyl-1H-indole-1-carboxylic acid tert-butyl ester C(C)(C)(C)OC(=O)N1C(=C(C2=CC(=C(C=C12)C)C1CCN(CC1)C(=O)OC(C)(C)C)C(C)C)Br